2-[[(2S)-1-[6-oxo-5-(trifluoromethyl)-1,6-dihydropyridazin-4-yl]pyrrolidin-2-yl]methoxy]-N-[4-(pyridin-2-yloxy)cyclohexyl]acetamide O=C1C(=C(C=NN1)N1[C@@H](CCC1)COCC(=O)NC1CCC(CC1)OC1=NC=CC=C1)C(F)(F)F